The molecule is an L-proline derivative produced by the diatomic algal genus of Pseudo-nitzschia and other related species that is L-proline substituted by a carboxymethyl group at position 3 and a 6-carboxyhepta-2,4-dien-2-yl group at position 4. It is an analogue of kainic acid and is the neurotoxin associated with amnesic shellfish poisoning (ASP). It has a role as a neurotoxin, a marine metabolite, a hapten and a neuromuscular agent. It is a pyrrolidinecarboxylic acid, a tricarboxylic acid, a L-proline derivative and a non-proteinogenic L-alpha-amino acid. C[C@H](/C=C/C=C(/C)\\[C@H]1CN[C@@H]([C@H]1CC(=O)O)C(=O)O)C(=O)O